3-carboxy-morpholine C(=O)(O)C1NCCOC1